(S)-1-((4-chloro-6-(6-chloroquinolin-4-yl)pyridin-3-yl)oxy)-2,4-dimethylpentan-2-amine ClC1=C(C=NC(=C1)C1=CC=NC2=CC=C(C=C12)Cl)OC[C@](CC(C)C)(N)C